5-hydroxy-1-(pyrimidin-2-yl)-1H-pyrazole-3-carboxamide OC1=CC(=NN1C1=NC=CC=N1)C(=O)N